bis(4-methyl-7-oxabicyclo[4.1.0]-3-heptylmethyl) adipate C(CCCCC(=O)OCC1CC2OC2CC1C)(=O)OCC1CC2OC2CC1C